pyrrolidinedithiocarboxylic acid ammonium salt C1CCN(C1)C(=S)S